8-(3,3-difluoropyrrolidine-1-carbonyl)-N-[(2S)-1-(4-{[5-(3,4-dimethyl-1,2-oxazol-5-yl)thiophen-2-yl]sulfonyl}piperazin-1-yl)propan-2-yl]quinazolin-4-amine FC1(CN(CC1)C(=O)C=1C=CC=C2C(=NC=NC12)N[C@H](CN1CCN(CC1)S(=O)(=O)C=1SC(=CC1)C1=C(C(=NO1)C)C)C)F